2H-pyran-4-yl-pyrido[2,3-d]pyrimidin-7(8H)-one O1CC=C(C=C1)C=1N=CC2=C(N1)NC(C=C2)=O